NC=1C(=NC(=CN1)Cl)C(=O)OC methyl 3-amino-6-chloro-pyrazine-2-carboxylate